cis-3-[(3-chloro-4-fluorobenzyl)oxy]cyclobutane ClC=1C=C(COC2CCC2)C=CC1F